2-Isopropylaminoethan C(C)(C)NCC